6-dibutylamino-1,3,5-triazine-2,4-dithiol monosodium [Na].C(CCC)N(C1=NC(=NC(=N1)S)S)CCCC